O1C[C@H](CC1)CN1CCOC2(CN(C2)C2(C(NC(NC2=O)=O)=O)C2=CC=C(C=C2)OC2=CC=C(C=C2)OC(F)(F)F)C1 |r| racemic-5-[8-(tetrahydrofuran-3-ylmethyl)-5-oxa-2,8-diazaspiro[3.5]nonan-2-yl]-5-[4-[4-(trifluoromethoxy)phenoxy]phenyl]hexahydropyrimidine-2,4,6-trione